(4-amino-1,3-dihydrofuro[3,4-c]quinolin-8-yl)((3R,5S)-3-(6-(difluoromethoxy)-3-pyridazinyl)-5-methyl-4-morpholinyl)methanone NC1=NC=2C=CC(=CC2C2=C1COC2)C(=O)N2[C@@H](COC[C@@H]2C)C=2N=NC(=CC2)OC(F)F